C(CCC)OC1=C(C=C(C=C1)OCCCC)OCCCC 1,2,4-tributoxybenzene